manganese (II) bis(2,4-pentanedione) CC(CC(C)=O)=O.CC(CC(C)=O)=O.[Mn+2]